cyclohexyldiethylaminodimethoxysilane C1(CCCCC1)[Si](OC)(OC)N(CC)CC